[Br-].C(C)N(C(C[Zn+])=O)CC (2-(diethylamino)-2-oxoethyl)zinc bromide